CN1C(=N\C(\C2=C1C=NC(=C2)C2(CC(N(CC2)C(C)=O)(C)C)O)=N/[C@H](C)C2=C(C(=CC=C2)C(F)(F)F)C)C 1-(4-((Z)-1,2-dimethyl-4-(((R)-1-(2-methyl-3-(trifluoromethyl)phenyl)ethyl)imino)-1,4-dihydropyrido[3,4-d]pyrimidin-6-yl)-4-hydroxy-2,2-dimethylpiperidin-1-yl)ethan-1-one